COC=1C=C2C=C(NC2=CC1OC)C(=O)N[C@@H](CC1=CNC2=CC=CC=C12)C(=O)NC1CCCC2=CC=CC=C12 Nα-{[5,6-bis(methyloxy)-1H-indol-2-yl]carbonyl}-N-(1,2,3,4-tetrahydronaphthalen-1-yl)tryptophanamide